(E)-N-(2-(4-Amino-2-hydroxybenzoyl)isoindolin-4-yl)-4-(dimethylamino)but-2-enamide NC1=CC(=C(C(=O)N2CC3=CC=CC(=C3C2)NC(\C=C\CN(C)C)=O)C=C1)O